(dimethylamino)ethan-1-ol CN(C)C(C)O